C(CCCCCCCCCCC)(=O)OCCCCCCCCCCCCCCCCCCCC(=O)O 20-dodecanoyloxy-eicosanoic acid